N-(1-cyanocyclobutyl)-3-[(2R)-2-cyano-2-methyl-pyrrolidine-1-carbonyl]-8-methoxy-1-(2-thienyl)-5,6-dihydropyrrolo[2,1-a]isoquinoline-9-carboxamide C(#N)C1(CCC1)NC(=O)C1=C(C=C2CCN3C(C2=C1)=C(C=C3C(=O)N3[C@@](CCC3)(C)C#N)C=3SC=CC3)OC